amino-1,8-naphthalenedicarboxylic anhydride NC1=C2C3=C(C=CC=C3C=C1)C(=O)OC2=O